ClC1=NC=C(C(=C1)NCC(CO)(C)C)C#CC=1C=NN(C1)CC(F)(F)F 3-((2-Chloro-5-((1-(2,2,2-trifluoroethyl)-1H-pyrazol-4-yl)ethynyl)pyridin-4-yl)amino)-2,2-dimethylpropan-1-ol